(R)-N-(4-(4-amino-7-methyl-5-(1-(6-methylpyridin-2-yl)-1,3-dihydroisobenzofuran-5-yl)-7H-pyrrolo[2,3-d]pyrimidin-6-yl)phenyl)methacrylamide NC=1C2=C(N=CN1)N(C(=C2C=2C=C1CO[C@H](C1=CC2)C2=NC(=CC=C2)C)C2=CC=C(C=C2)NC(C(=C)C)=O)C